benzylaluminum C(C1=CC=CC=C1)[Al]